BrC1=CC=C(C=C1)C1=CC(=C(C=C1)C#N)C#N 4'-bromo[1,1'-biphenyl]-3,4-dinitrile